ClC1=CC2=C(C=C3N2C(=NN(C3=O)CC(=O)N[C@H]3CN(CCC3)CCO)C(C)C)S1 (R)-2-(2-Chloro-5-isopropyl-8-oxothieno[2',3':4,5]pyrrolo[1,2-d][1,2,4]triazin-7(8H)-yl)-N-(1-(2-hydroxyethyl)piperidin-3-yl)acetamide